4-([3-(PYRROLIDIN-1-YL)PHENYL]CARBAMOYL)BUTANOIC ACID N1(CCCC1)C=1C=C(C=CC1)NC(=O)CCCC(=O)O